6-(o-tolyl)pyrimidin-4(3H)-one C1(=C(C=CC=C1)C1=CC(NC=N1)=O)C